O=C1N(C(C=C1)=O)CCOCCOCCOCCC(=O)NCC(=O)NCC(=O)N[C@@H](CC1=CC=CC=C1)C(=O)O (3-(2-(2-(2-(2,5-dioxo-2,5-dihydro-1H-pyrrol-1-yl)ethoxy)ethoxy)ethoxy)propanoyl)glycylglycyl-L-phenylalanine